C(#N)C1(CCN(CC1)C(=O)O)[2H] 4-cyanopiperidine-1-carboxylic acid-4-d